5-chloro-3-(4-chlorophenyl)-1-methyl-indole ClC=1C=C2C(=CN(C2=CC1)C)C1=CC=C(C=C1)Cl